2-cyclopropyl-5-[[5-[4-(trifluoromethyl)phenyl]tetrazol-2-yl]methyl]pyrazole-3-carboxylic acid C1(CC1)N1N=C(C=C1C(=O)O)CN1N=C(N=N1)C1=CC=C(C=C1)C(F)(F)F